[Co].[Zn].[Ni].[Zn] zinc-nickel-zinc-cobalt